NCCCCNCCCN[C@@H]1C[C@H]2[C@@H]3CC[C@H]([C@@H](CCCC(C)C)C)[C@]3(CC[C@@H]2[C@]2(CCC(CC12O)O)C)C 6β-[3-(4-aminobutylamino)propylamino]-cholestane-3,5-diol